(cyclohexyl-methyl)benzamide C1(CCCCC1)CC1=C(C(=O)N)C=CC=C1